NC=1C2=C(N=CN1)N(C=C2CCCCC)[C@@H]2O[C@@H]([C@H]([C@H]2O)O)CSCC=2C(=NOC2C2=CC=CC=C2)C (2R,3R,4S,5S)-2-(4-Amino-5-pentyl-7H-pyrrolo[2,3-d]pyrimidin-7-yl)-5-((((3-methyl-5-phenylisoxazol-4-yl)methyl)thio)methyl)tetrahydrofuran-3,4-diol